5-[(R)-1-(2-fluoro-6-methyl-phenyl)-piperidin-3-yl]-2-methyl-7-(2-trifluoromethyl-benzyl)-2,4,5,7-tetrahydro-pyrazolo[3,4-d]pyrimidin-6-one FC1=C(C(=CC=C1)C)N1C[C@@H](CCC1)N1C(N(C=2C(C1)=CN(N2)C)CC2=C(C=CC=C2)C(F)(F)F)=O